C(C)N(C(C(F)(F)F)=O)C[C@H](C)OC1=C(C(=NN1C)C)C=1C=C2C(=NN(C2=C(C1)F)C1OCCCC1)C=C N-ethyl-2,2,2-trifluoro-N-((2S)-2-((4-(7-fluoro-1-(tetrahydro-2H-pyran-2-yl)-3-vinyl-1H-indazol-5-yl)-1,3-dimethyl-1H-pyrazol-5-yl)oxy)propyl)acetamide